2-[4-(2-Chloro-5-cyano-3-{[8-cyano-4-(cyclopropylamino)pyrazolo[1,5-a][1,3,5]triazin-2-yl]amino}phenyl)piperazin-1-yl]-2-oxoacetamide ClC1=C(C=C(C=C1NC1=NC=2N(C(=N1)NC1CC1)N=CC2C#N)C#N)N2CCN(CC2)C(C(=O)N)=O